ClC=1C(=C(C=C(C1C=CC)C)C1=CC=CC=C1)C chloro-2,5-dimethyl-4-propenyl-1,1'-biphenyl